[2H]C([2H])([2H])N1CC[C@]23[C@@H]4[C@H]1CC5=C2C(=C(C=C5)OC([2H])([2H])[2H])O[C@H]3[C@H](C=C4)O Codeine-d6